CCCCC/C=C/CCCC/C=C/C=C/C=C/CCC(=O)O 14-eicosatetraenoic acid